1,1,1,3,3,3-hexafluoropropan-2-yl 1-(3-(pyrrolidin-1-yl)-4-(trifluoromethyl) benzyl)-1,8-diazaspiro[4.5]decane-8-carboxylate N1(CCCC1)C=1C=C(CN2CCCC23CCN(CC3)C(=O)OC(C(F)(F)F)C(F)(F)F)C=CC1C(F)(F)F